Methyl 3-(benzyloxy)-6-(5-(4-(pyrimidin-2-yl)piperazin-1-yl)pent-1-yn-1-yl)picolinate C(C1=CC=CC=C1)OC=1C(=NC(=CC1)C#CCCCN1CCN(CC1)C1=NC=CC=N1)C(=O)OC